O=C1NC(CCC1N1C(C2=CC(=CC(=C2C1=O)F)CN1CCN(CC1)C1CCN(CC1)C1=CC=C(C=C1)[C@H]1[C@H](COC2=CC(=CC=C12)O)C1=CC=CC=C1)=O)=O 2-(2,6-dioxopiperidin-3-yl)-4-fluoro-6-((4-(1-(4-((3S,4R)-7-hydroxy-3-phenylchroman-4-yl)phenyl)piperidin-4-yl)piperazin-1-yl)methyl)isoindoline-1,3-dione